3-(5-(benzyloxy)-2-methylbenzofuran-3-carboxamido)-4-fluoropyrrolidine-1-carboxylic acid tert-butyl ester C(C)(C)(C)OC(=O)N1CC(C(C1)F)NC(=O)C1=C(OC2=C1C=C(C=C2)OCC2=CC=CC=C2)C